1,2,3-tris(2-methylpropyloxy)propane CC(COCC(COCC(C)C)OCC(C)C)C